FC1=C(C(=CC=C1)C)C1=NN2C(OCCC2)=C1C(=O)O 2-(2-Fluoro-6-methylphenyl)-6,7-dihydro-5H-pyrazolo[5,1-b][1,3]oxazine-3-carboxylic acid